C(C)(C)(C)OC(=O)N1CC2(C1)CCN(CC2)C2=NC(=NC1=C(C(=C(C=C21)C=C)C2=C1C=NNC1=CC=C2C)OCC(F)(F)F)OC2CCN(CC2)CCOC 7-[2-{[1-(2-methoxyethyl)piperidin-4-yl]oxy}-7-(5-methyl-1H-indazol-4-yl)-8-(2,2,2-trifluoroethoxy)-6-vinylquinazolin-4-yl]-2,7-diazaspiro[3.5]nonane-2-carboxylic acid tert-butyl ester